ClC1=NC(=CC=C1C(=O)O)C1CC1 2-chloro-6-cyclopropylpyridine-3-carboxylic acid